ferrous oxide titanium [Ti].[O-2].[Fe+2]